aluminum-zinc iron [Fe].[Zn].[Al]